FC1=CC=C(CN2C(OC3=C2C=C(C=C3)C)=O)C=C1 3-(4-fluorobenzyl)-5-methylbenzoxazol-2-one